N-({(3S)-1-[3-(2-fluorophenoxy)-6-nitro-2-(trifluoromethyl)phenyl]piperidin-3-yl}methyl)-2-methoxyethane-1-amine FC1=C(OC=2C(=C(C(=CC2)[N+](=O)[O-])N2C[C@@H](CCC2)CNCCOC)C(F)(F)F)C=CC=C1